[Si](C1=CC=CC=C1)(C1=CC=CC=C1)(C(C)(C)C)NS(=O)(=O)C1=C(C=C(C=C1)C(C)(C)NC(OC(C)(C)C)=O)F tert-butyl (2-(4-(N-(tert-butyldiphenylsilyl)sulfamoyl)-3-fluorophenyl)propan-2-yl)carbamate